(E)-5-((3-(2,6-bis(trifluoromethyl)pyridin-4-yl)-1H-1,2,4-triazol-1-yl)methylene)-1,3-dimethylimidazoline-2,4-dione FC(C1=NC(=CC(=C1)C1=NN(C=N1)\C=C\1/C(N(C(N1C)=O)C)=O)C(F)(F)F)(F)F